N[C@@H]1CN(CCC1)C(=O)[O-] (S)-3-aminopiperidine-1-carboxylate